C12(CC3CC(CC(C1)C3)C2)CCN2CC(N(CC2)CCCSC2=C3C(N(C(=NC3=CC=C2)C)C2C(NC(CC2)=O)=O)=O)(C)C 3-(5-((3-(4-(2-((3r,5r,7r)-adamantan-1-yl)ethyl)-2,2-dimethylpiperazin-1-yl)propyl)thio)-2-methyl-4-oxoquinazolin-3(4H)-yl)piperidine-2,6-dione